OC1=C(C(=O)N)C=CC(=C1)CN1C=C(C2=CC=CC=C12)CCNC(CC1=CC=CC=C1)=O hydroxy-4-((3-(2-(2-phenylacetamido)ethyl)-1H-indol-1-yl)methyl)benzamide